ethyl 7-[3-(trifluoromethyl) phenoxy]-2,3-dihydro-[1,4]dioxino[2,3-b]pyridine-8-carboxylate FC(C=1C=C(OC=2C(=C3C(=NC2)OCCO3)C(=O)OCC)C=CC1)(F)F